1-[2-Hydroxy-4,6-bis(oxan-2-yloxy)phenyl]-3-[4-(oxan-2-yloxy)phenyl]prop-2-en-1-one OC1=C(C(=CC(=C1)OC1OCCCC1)OC1OCCCC1)C(C=CC1=CC=C(C=C1)OC1OCCCC1)=O